C1(CCC1)C=1C(=NN(C1NC(C[C@@H]1C(C(C1)(F)F)(F)F)=O)C)CC1=C(C=CC=C1)F (S)-N-(4-cyclobutyl-3-(2-fluorobenzyl)-1-methyl-1H-pyrazol-5-yl)-2-(2,2,3,3-tetrafluorocyclobutyl)acetamide